C(C)(=O)NC1=C(C(=O)NC2=NC=C(C=C2)OC)C=CC=C1 2-acetamido-N-(5-methoxypyridin-2-yl)benzamide